ClC1=NC=C(C(=N1)C1=NC=2C=CC3=C(C2C=C1)C1=C(S3)C(N[C@@H](CN1)C)=O)OC (R)-3-(2-chloro-5-methoxypyrimidin-4-yl)-10-methyl-9,10,11,12-tetrahydro-8H-[1,4]diazepino[5',6':4,5]thieno[3,2-f]quinolin-8-one